C(SCC1=CC=C(C=C1)C(N(CCOC(C)=O)CC)=O)(SCC1=CC=C(C=C1)C(N(CCOC(C)=O)CC)=O)=S bis{4-[ethyl-(2-acetoxyethyl) carbamoyl] benzyl} trithiocarbonate